FP1OCCO1 2-Fluoro-1,3,2-dioxaphospholan